(R)-(3-Amino-2-fluorophenyl)((S)-1-methyl-2-azabicyclo[2.1.1]hexan-3-yl)methanol hydrochloride Cl.NC=1C(=C(C=CC1)[C@@H](O)[C@H]1NC2(CC1C2)C)F